S1C(=NC2=C1C=CC=C2)NC(=O)C2=C(C=C(C=C1CCN(CC1)C(=O)NCC)C=C2)C 4-(4-(benzo[d]thiazol-2-ylcarbamoyl)-3-methylbenzylidene)-N-ethylpiperidine-1-carboxamide